(R)-2-((4-((2-((2-Chloro-4-fluorophenoxy)methyl)pyrimidin-4-yl)oxy)piperidin-1-yl)methyl)-1-((1-(isoxazole-3-carbonyl)azetidin-2-yl)methyl)-1H-benzo[d]imidazole-6-carboxylic acid ClC1=C(OCC2=NC=CC(=N2)OC2CCN(CC2)CC2=NC3=C(N2C[C@@H]2N(CC2)C(=O)C2=NOC=C2)C=C(C=C3)C(=O)O)C=CC(=C1)F